N-(3-fluorophenyl)-6-methyl-4-[(1-methylcyclopropyl)amino]furo[2,3-d]pyrimidine-5-carboxamide FC=1C=C(C=CC1)NC(=O)C1=C(OC=2N=CN=C(C21)NC2(CC2)C)C